COCCOCC1COCCN1CC1=CC=C(COC2=C3CN(C(C3=CC=C2)=O)[C@@H]2C(NC(CC2)=O)=O)C=C1 (3S)-3-(4-((4-((3-((2-Methoxyethoxy)methyl)morpholino)methyl)benzyl)oxy)-1-oxoisoindolin-2-yl)piperidine-2,6-dione